O=C1NC(CCC1N1C(C2=C3C(C=CC=C13)=C(C=C2)CNC(OC(C)(C)C)=O)=O)=O tert-butyl N-[[1-(2,6-dioxo-3-piperidyl)-2-oxo-benzo[cd]indol-5-yl]methyl]carbamate